C(C)(C)(C)OC(=O)N1CCC=2C3=C(NC(C2C1)=O)N=CS3 5-oxo-4,6,8,9-tetrahydrothiazolo[4,5-c][2,7]naphthyridine-7(5H)-carboxylic acid tert-butyl ester